(S)-4-((dimethylamino)methyl)-2-fluoro-N'-(1,2,3,5,6,7-hexahydro-s-indacen-4-ylcarbamoyl)benzenesulfonimidamide CN(C)CC1=CC(=C(C=C1)[S@](=O)(N)=NC(NC1=C2CCCC2=CC=2CCCC12)=O)F